7-methyl-octahydro-1,4-methanonaphthalene-6(2H)-one CC1C(CC2C3CCC(C2C1)C3)=O